5-chloro-1-[2-(difluoromethoxy)ethyl]-1H-1,3-benzodiazol ClC1=CC2=C(N(C=N2)CCOC(F)F)C=C1